2-(pyridazin-4-yl)-1,3-oxazole-4-carboxamide N1=NC=C(C=C1)C=1OC=C(N1)C(=O)N